C(C)(=O)C1=CC(=NC=C1)N1N=CC(=C1)S(=O)(=O)NC=1C=CC=C2C=NN(C12)C 1-(4-acetylpyridin-2-yl)-N-(1-methylindazol-7-yl)pyrazole-4-sulfonamide